C(C)(=O)C1=NN(C2=CC=C(C=C12)C=1C=NC(=NC1)O)CC(=O)N1[C@@H](C[C@H](C1)F)C(=O)NC1=NC(=CC=C1C)Br (2S,4R)-1-(2-(3-acetyl-5-(2-hydroxypyrimidin-5-yl)-1H-indazol-1-yl)acetyl)-N-(6-bromo-3-methylpyridin-2-yl)-4-fluoropyrrolidine-2-carboxamide